2-chloro-4-(7-(4-(4-((1-(2-(2,6-dioxopiperidin-3-yl)-1,3-dioxoisoindolin-5-yl)piperidin-4-yl)methyl)piperazine-1-carbonyl)phenoxy)-2-azaspiro[3.5]nonan-2-yl)benzonitrile ClC1=C(C#N)C=CC(=C1)N1CC2(C1)CCC(CC2)OC2=CC=C(C=C2)C(=O)N2CCN(CC2)CC2CCN(CC2)C=2C=C1C(N(C(C1=CC2)=O)C2C(NC(CC2)=O)=O)=O